3-O-Caffeoyl-4-O-methylquinic acid COC1=C(C=CC(=C1)/C=C\C(=O)OC2CC(CC(C2O)O)(C(=O)O)O)O